C(OC1=CC(=CC=C1)CCCCCCCCCCCCCCC)(OC1=CC(=CC=C1)CCCCCCCCCCCCCCC)=O bis(3-pentadecyl phenyl) carbonate